3-Acetoxypropyl-trimethoxysilan C(C)(=O)OCCC[Si](OC)(OC)OC